ethyl 5-(tert-butyl)-1H-pyrazole-3-carboxylate C(C)(C)(C)C1=CC(=NN1)C(=O)OCC